5-(1-methylcyclopropyl)-N-(4-(3-(piperazin-1-yl)pyridin-4-yl)-2-(trifluoromethyl)benzyl)-1,2,4-oxadiazole-3-carboxamide hydrochloride Cl.CC1(CC1)C1=NC(=NO1)C(=O)NCC1=C(C=C(C=C1)C1=C(C=NC=C1)N1CCNCC1)C(F)(F)F